FC(F)N[C@@H](CCCN)C(=O)O 13-cis-difluoromethyl-ornithine